N1C=CC2=CC(=CC=C12)N1N=NC(=C1)C=1C=CC=2N(C3=CC=C(C=C3OC2C1)C=1N=NN(C1)C=1C=C2C=CNC2=CC1)C 3,7-bis-(1-(1H-indol-5-yl)-1H-1,2,3-triazol-4-yl)-10-methyl-10H-phenoxazine